2-(trans-4-aminocyclohexyl)acetic acid ethyl ester HCl Cl.C(C)OC(C[C@@H]1CC[C@H](CC1)N)=O